(S)-(+)-3-hydroxy-2-methyl-propionic acid methyl ester COC([C@H](CO)C)=O